C(C)(C)(C)[Si](OCCCCCOC=1C=C(C(=O)OC)C=CC1I)(C)C methyl 3-{5-[(tert-butyl)bis(methyl)siloxy]pentyloxy}-4-iodobenzoate